2-(3-(6-([2,2'-bipyridine]-5-yl)-9,9-dimethyl-9H-fluoren-3-yl)phenoxy)ethan-1-ol N1=C(C=CC(=C1)C=1C=C2C=3C=C(C=CC3C(C2=CC1)(C)C)C=1C=C(OCCO)C=CC1)C1=NC=CC=C1